C(CCCCCCCCCCCCCCCCC)C(C(=O)O)CCCCCC.C(CCCCCCC)(=O)OCCCCCCCCCCCCCCCCCC stearyl octanoate (Stearyl Caprylate)